2-((1-(3-fluoro-9-methyl-7-oxo-5,7-dihydro-6H-benzo[c]xanthen-11-yl)ethyl)amino)benzoic acid FC=1C=CC2=C(CCC=3C(C=4C=C(C=C(C4OC23)C(C)NC2=C(C(=O)O)C=CC=C2)C)=O)C1